O1C(=CC=2C1=CN=CC2)C=2OC1=C(C=C(C=C1C(C2)=O)C)C(C)NC2=C(C(=O)OC(C)(C)C)C=CC=C2 tert-Butyl 2-[1-(2-furo[2,3-c]pyridin-2-yl-6-methyl-4-oxo-chromen-8-yl)ethylamino]benzoate